triphosphene P=PP